phenanthrene-9,10-dione dioxime C1=CC=CC=2C3=CC=CC=C3C(C(C12)=NO)=NO